2-[6-(4-cyclopropylpiperazin-1-yl)pyridazin-3-yl]-5-(7-fluoro-2-methyl-2H-indazol-5-yl)pyridin-3-ol C1(CC1)N1CCN(CC1)C1=CC=C(N=N1)C1=NC=C(C=C1O)C1=CC2=CN(N=C2C(=C1)F)C